6-[5-methyl-1-(4-piperidyl)pyrazol-4-yl]-4-(1-methylpyrazolo[3,4-c]pyridin-7-yl)sulfanylpyrazolo[1,5-a]pyridine-3-carbonitrile CC1=C(C=NN1C1CCNCC1)C=1C=C(C=2N(C1)N=CC2C#N)SC=2N=CC=C1C2N(N=C1)C